FC=1C=2N(C=C(C1)C=1N=C(C3=C(N1)C=CN(C3=O)C3CCNCC3)C)C=C(N2)C 2-(8-fluoro-2-methyl-imidazo[1,2-a]pyridin-6-yl)-4-methyl-6-(4-piperidyl)pyrido[4,3-d]pyrimidin-5-one